(2R,4S)-tert-butyl 2-methyl-4-(((5-(methylsulfonyl)pyrazin-2-yl)oxy)methyl)pyrrolidine-1-carboxylate C[C@H]1N(C[C@H](C1)COC1=NC=C(N=C1)S(=O)(=O)C)C(=O)OC(C)(C)C